2-(4-(8-((3-chloro-4-(4-(2-oxo-2-(piperazin-1-yl)ethyl)piperazine-1-carbonyl)phenyl)amino)imidazo[1,2-a]pyrazin-3-yl)-3-(trifluoromethyl)-1H-pyrazol-1-yl)acetonitrile formate C(=O)O.ClC=1C=C(C=CC1C(=O)N1CCN(CC1)CC(N1CCNCC1)=O)NC=1C=2N(C=CN1)C(=CN2)C=2C(=NN(C2)CC#N)C(F)(F)F